C(C1=CC=CC=C1)OC1=NC(=CC(=C1)OCC1=CC=CC=C1)Cl 2,4-bis(benzyloxy)-6-chloropyridine